O(C1=CC=CC=C1)C1=CC=C(C=C1)C1=NN(C2=NC=NC(=C21)N)C2CCN(CC2)CC2CNCC2 3-(4-phenoxyphenyl)-1-(1-(pyrrolidin-3-ylmethyl)piperidin-4-yl)-1H-pyrazolo(3,4-d)pyrimidin-4-amine